BrC=1SC(=CN1)C(=O)NCC1=NC=C(C=C1F)F 2-bromo-N-[(3,5-difluoropyridin-2-yl)-methyl]-1,3-thiazole-5-carboxamide